CC=1N=C(SC1C)NC(=O)C1=C(C=C(C=C1)NC)NCCCCCCCNC(OC(C)(C)C)=O tert-butyl (7-((2-((4,5-dimethylthiazol-2-yl)carbamoyl)-5-(methylamino)phenyl)amino)heptyl)carbamate